S(=O)(=O)(O)O.C(C1=CC=CC=C1)C1=CC=C(C=C1)OC benzyl-4-methoxybenzene sulfate